CN(C=1C=C(C=C(C1)C(F)(F)F)NC(=O)NCC1=CC2=C(C(N(C2)C2C(NC(CC2)=O)=O)=O)S1)C 1-(3-(dimethylamino)-5-(trifluoromethyl)phenyl)-3-((5-(2,6-dioxopiperidin-3-yl)-6-oxo-5,6-dihydro-4H-thieno[2,3-c]pyrrol-2-yl)methyl)urea